(R)-N-((R)-3,4-dihydro-2H-spiro[naphthalene-1,4'-piperidin]-2-yl)-2-methylpropane-2-sulfinamide N1CCC2(CC1)[C@@H](CCC1=CC=CC=C12)N[S@](=O)C(C)(C)C